C1(=CC=C(C=C1)N1C(C2=CC=CC=C2C(N1)=O)=O)C 2-(p-tolyl)-2,3-dihydro-phthalazine-1,4-dione